NC1=C(C=C2C(=N1)C(C=1C(=CC=CC1O2)B2OC(C(O2)(C)C)(C)C)=O)OC2=CC=C(C=C2)N2C[C@@H](N(CC2)C(=O)OC(C)(C)C)C (S)-tert-butyl 4-(4-((2-amino-10-oxo-9-(4,4,5,5-tetramethyl-1,3,2-dioxaborolan-2-yl)-10H-chromeno[3,2-b]pyridin-3-yl)oxy)phenyl)-2-methylpiperazine-1-carboxylate